NC=1C=2N(C=C(N1)C1=CC=NN1C)C(=CN2)C=2C=C(C=CC2C)C(C(F)F)(CC)O 2-(3-(8-amino-6-(1-methyl-1H-pyrazol-5-yl)imidazo[1,2-a]pyrazin-3-yl)-4-methylphenyl)-1,1-difluorobutan-2-ol